CC=1NC2=CC=C(C=C2C1)C1=CC=C(N=N1)NC1C2CN(CC12)CC1CCOCC1 trans-N-[6-(2-methylindol-5-yl)pyridazin-3-yl]-3-(tetrahydropyran-4-ylmethyl)-3-azabicyclo[3.1.0]hexane-6-amine